(2S)-3-cyclohexyl-2-[ethyl-(9H-fluoren-9-ylmethoxycarbonyl)amino]propionic acid C1(CCCCC1)C[C@@H](C(=O)O)N(C(=O)OCC1C2=CC=CC=C2C=2C=CC=CC12)CC